2-fluoro-6-(trifluoromethyl)aniline FC1=C(N)C(=CC=C1)C(F)(F)F